CC1=NC=C(N=C1)N1N=CN=C1[C@H](C)NC(C1=CC(=CC(=C1)C(F)(F)F)C(F)(F)F)=O Methyl-5-(5-{(1S)-1-[3,5-Bis(trifluoromethyl)benzamido]ethyl}-1H-1,2,4-triazol-1-yl)pyrazin